9,12-dioxa-2,4-diazadispiro[4.2.4{8}.2{5}]Tetradecane-1,3-dione C1(NC(NC12CCC1(OCCO1)CC2)=O)=O